NC=1C=C(C=CC1)C=1C=C(C=C(C1)C1=CC(=CC=C1)N)C1=CC(=CC=C1)N 5'-(3-aminophenyl)-[1,1':3',1''-terphenyl]-3,3''-diamine